N[C@H]1CN(CCC1)C(=O)C=1C=C2C3=C(N=C(N3CCCO2)C=2N(C3=CC=CC=C3C2)CC2CC2)C1 (R)-(3-Aminopiperidin-1-yl)(1-(1-(cyclopropylmethyl)-1H-indol-2-yl)-8,9-dihydro-7H-6-oxa-2,9a-diazabenzo[cd]azulen-4-yl)methanon